2-(2-((7-(piperazin-1-yl)quinolin-4-yl)oxy)ethyl)pyridazin-3(2H)-one hydrochloride Cl.N1(CCNCC1)C1=CC=C2C(=CC=NC2=C1)OCCN1N=CC=CC1=O